7-[(2S,4R)-2-(5-cyclopropyl-1,3,4-oxadiazol-2-yl)tetrahydropyran-4-yl]-9-(4,4-difluorocyclohexyl)-2,3-dimethyl-pyrimido[1,2-b]pyridazin-4-one C1(CC1)C1=NN=C(O1)[C@H]1OCC[C@H](C1)C=1C=C(C=2N(N1)C(C(=C(N2)C)C)=O)C2CCC(CC2)(F)F